(E)-hex-4-enoic acid C(CC\C=C\C)(=O)O